C[N-]CC1=CC=C(C=C1)SC1=NOC(=N1)C(F)(F)F N-methyl-4-[5-(trifluoromethyl)-1,2,4-oxadiazol-3-yl]thiophenylmethylamide